C(C(=C)C)(=O)OC(C(=O)NC(=S)N)CCCC N-(2-Methacryloyloxyhexanoyl)thiourea